FC1=CC=C(C=C1)C=1C(=C(NC1)C)C(=O)OCC ethyl 4-(4-fluorophenyl)-2-methyl-1H-pyrrole-3-carboxylate